The molecule is a member of the class of phenothiazines that is 10H-phenothiazine in which the ring hydrogens at positions 3 and 7 have been replaced by dimethylamino groups. It has a role as a fluorochrome, a bacterial xenobiotic metabolite, a rat metabolite and a mouse metabolite. It is a member of phenothiazines, an aromatic amine and a tertiary amino compound. CN(C)C1=CC2=C(C=C1)NC3=C(S2)C=C(C=C3)N(C)C